N[C@@H](CC(=O)OC(C)(C)C)C1=CC=C(C=C1)C1=CC=CC=C1 tert-butyl (S)-3-amino-3-(biphenyl-4-yl)propanoate